C1(CCC1)C(=O)C1=CNC=2N=CN=C(C21)N[C@@H]2CC[C@@H](N(C2)C(=O)OCC2=CC=CC=C2)C benzyl (2S,5R)-5-((5-(cyclobutanecarbonyl)-7H-pyrrolo[2,3-d]pyrimidin-4-yl)amino)-2-methylpiperidine-1-carboxylate